N-(1-(5-(3-cyano-6-((3-fluoro-1-methylazetidin-3-yl)methoxy)pyrazolo[1,5-a]pyridin-4-yl)pyridin-2-yl)-4-methylpiperidin-4-yl)-5-fluoro-2-methylbenzamide C(#N)C=1C=NN2C1C(=CC(=C2)OCC2(CN(C2)C)F)C=2C=CC(=NC2)N2CCC(CC2)(C)NC(C2=C(C=CC(=C2)F)C)=O